(E)-(3,4,5-trifluorophenyl)(7-(1,2,6-trimethyl-4-(3-((tetrahydro-2H-pyran-2-yl)oxy)prop-1-en-1-yl)-1H-benzo[d]imidazol-5-yl)-1H-indol-3-yl)methanone FC=1C=C(C=C(C1F)F)C(=O)C1=CNC2=C(C=CC=C12)C1=C(C2=C(N(C(=N2)C)C)C=C1C)\C=C\COC1OCCCC1